ethyl 2-(2-((1-isopropyl-5-(4,4,5,5-tetramethyl-1,3,2-dioxaborolan-2-yl)-1H-indazol-3-yl)methoxy) phenyl)acetate C(C)(C)N1N=C(C2=CC(=CC=C12)B1OC(C(O1)(C)C)(C)C)COC1=C(C=CC=C1)CC(=O)OCC